4-(7,8-Dimethoxy-[1,2,4]triazolo[4,3-a]quinoxalin-1-yl)benzylsulfamide COC=1C=C2N=CC=3N(C2=CC1OC)C(=NN3)C3=CC=C(CNS(=O)(=O)N)C=C3